BrC1=C2C=CN(C2=CC(=C1)C(=O)NC1=C(C=CC=C1)CC(=O)OCC)C1=CC=CC=C1 ethyl 2-(2-(4-bromo-1-phenyl-1H-indole-6-carboxamido)phenyl)acetate